7-hydroxy-4,8-dimethyl-coumarin OC1=CC=C2C(=CC(OC2=C1C)=O)C